C(N)(=O)C1=CC(=C(C=C1)C1=CC(=CC=C1)CN1[C@H](C[C@H](C1)O)C(=O)N[C@@H](C)C1=CC=C(C(=O)O)C=C1)C 4-((S)-1-((2R,4R)-1-((4'-carbamoyl-2'-methyl-[1,1'-biphenyl]-3-yl)methyl)-4-hydroxypyrrolidine-2-amidyl)ethyl)benzoic acid